ClC=1C=CC=C2C=CC=C(C12)N1CC=2N=C(N=C(C2CC1)N1C[C@H]2C[C@@H]([C@@H](C1)N2)C)OC[C@H]2N(CCC2)C 7-(8-chloronaphthalen-1-yl)-4-((1R,5S,6S)-6-methyl-3,8-diazabicyclo[3.2.1]octan-3-yl)-2-(((S)-1-methylpyrrolidin-2-yl)methoxy)-5,6,7,8-tetrahydropyrido[3,4-d]pyrimidine